2-Nonen-1-ol C(C=CCCCCCC)O